1-(3-Bromo-4-(1,1-difluoro-2-methoxyethyl)phenyl)propan-1-one BrC=1C=C(C=CC1C(COC)(F)F)C(CC)=O